CC1=C(C=2C(=NC=3CCCCC3C2N)N1CC1=C(C=CC=C1)[N+](=O)[O-])C 2,3-dimethyl-1-(2-nitrobenzyl)-5,6,7,8-tetrahydro-1H-pyrrolo[2,3-b]quinolin-4-amine